BrC1=CC(=C(C#N)C(=C1)NC=1C(=NC=CC1)C(C)C)F 4-bromo-2-fluoro-6-((2-isopropylpyridin-3-yl)amino)benzonitrile